NC1=NC=C(C2=C1C(=C(S2)C2=C(C=C(C=C2)NC(C(=C)C)=O)C)C2=CC(=C(C=C2)OC2=NC=CC(=N2)C)F)C2=NC(=CC=C2)OC N-(4-(4-amino-3-(3-fluoro-4-((4-methylpyrimidin-2-yl)oxy)phenyl)-7-(6-methoxypyridin-2-yl)thieno[3,2-c]pyridin-2-yl)-3-methylphenyl)methacrylamide